CS(=O)(=O)NCCC(=O)NC1=CC=2N(C=C1)N=CC2C2=CC=CC(=N2)C2CN(CCC2)C(=O)OC(C)(C)C tert-butyl 3-(6-(5-(3-(methylsulfonamido)propanamido)-pyrazolo[1,5-a]pyridin-3-yl)pyridin-2-yl)piperidine-1-carboxylate